3-acryloyl-oxybenzoic acid C(C=C)(=O)OC=1C=C(C(=O)O)C=CC1